(S)-3-(tert-butyl)-N-(3-(7-chloro-5-fluorobenzo[d]oxazol-2-yl)-1-((1-cyanocyclopropyl)amino)-1-oxopropan-2-yl)-1-cyclopropyl-1H-pyrazole-5-carboxamide C(C)(C)(C)C1=NN(C(=C1)C(=O)N[C@H](C(=O)NC1(CC1)C#N)CC=1OC2=C(N1)C=C(C=C2Cl)F)C2CC2